7-methyl-2,4,6,7-tetrahydro-pyrazolo[4,3-d]Pyrimidin-5-one CC1C=2C(NC(N1)=O)=CNN2